4-(2,5-Dichlorophenyl)-N-(2,6-dimethyl-3-(2-(methylamino)ethoxy)phenyl)pyrimidine-2-carboxamide ClC1=C(C=C(C=C1)Cl)C1=NC(=NC=C1)C(=O)NC1=C(C(=CC=C1C)OCCNC)C